11,14-eicosatrienoic acid CCCCC/C=C/C/C=C\CCCCCCCCCC(=O)O